ClC=1C=CC2=C(CN(CCO2)C(CC[C@@H](C(=O)OC)NC([C@H](CC2CCCCC2)NC(=O)OCC2=CC(=CC=C2)Cl)=O)=O)C1 methyl (S)-5-(7-chloro-2,3-dihydrobenzo[f][1,4]oxazepin-4(5H)-yl)-2-((S)-2-((((3-chlorobenzyl)oxy)carbonyl)amino)-3-cyclohexylpropanamido)-5-oxopentanoate